(R)-2-methoxy-2-phenyl-N-(5-((S)-3-(thiazolo[4,5-b]pyridin-2-ylamino)pyrrolidin-1-yl)-1,3,4-thiadiazol-2-yl)acetamide CO[C@@H](C(=O)NC=1SC(=NN1)N1C[C@H](CC1)NC=1SC=2C(=NC=CC2)N1)C1=CC=CC=C1